FCCCOC1=CC=C(C#N)C=C1 4-(3-fluoropropoxy)benzonitrile